(3S,10R,13S)-17-(4-bromo-1H-imidazol-1-yl)-10,13-dimethyl-2,3,4,7,8,9,10,11,12,13,14,15-dodecahydro-1H-cyclopenta[a]phenanthren-3-amine BrC=1N=CN(C1)C1=CCC2C3CC=C4C[C@H](CC[C@@]4(C3CC[C@]12C)C)N